2-[2'-hydroxy-3'-(1,1,3,3-tetramethylbutyl)-5'-(α,α-dimethylbenzyl)-phenyl]benzotriazole tert-butyl-(S)-(1-hydroxypropan-2-yl)carbamate C(C)(C)(C)N(C(O)=O)[C@H](CO)C.OC1=C(C=C(C=C1C(CC(C)(C)C)(C)C)C(C1=CC=CC=C1)(C)C)N1N=C2C(=N1)C=CC=C2